5-[(4R,8R,9aS)-8-[6-[(6S)-6-amino-1,4-oxazepan-4-yl]-3-pyridinyl]-4-methyl-1,3,4,6,7,8,9,9a-octahydropyrido[1,2-a]pyrazin-2-yl]quinoline-8-carbonitrile N[C@H]1CN(CCOC1)C1=CC=C(C=N1)[C@H]1C[C@@H]2N([C@@H](CN(C2)C2=C3C=CC=NC3=C(C=C2)C#N)C)CC1